BrC=1C=C(C=CC1[N+](=O)[O-])NCCN(C(OC(C)(C)C)=O)C tert-butyl (2-((3-bromo-4-nitrophenyl)amino)ethyl)(methyl)carbamate